4'-(7-azabenzooxazol-2-yl)-biphenyl-4-yl-(4-dibenzofuran-3-yl-phenyl)-(4-naphthalen-2-yl-phenyl)-amine O1C(=NC2=C1N=CC=C2)C2=CC=C(C=C2)C2=CC=C(C=C2)N(C2=CC=C(C=C2)C2=CC1=CC=CC=C1C=C2)C2=CC=C(C=C2)C=2C=CC1=C(OC3=C1C=CC=C3)C2